C(=C)(C)C1=C(C(=CC=C1)C1=CC=CC=C1)O isopropenyl-1,1'-biphenyl-2-ol